N-(isoquinolin-3-yl)propanamide C1=NC(=CC2=CC=CC=C12)NC(CC)=O